C1(CC1)C1(NN(C=N1)S(=O)(=O)N(C)C)S(=O)(=O)NCC1=CC(=CC=C1)C(F)(F)F 3-cyclopropyl-N1,N1-dimethyl-N3-(3-(trifluoromethyl)benzyl)-1H-1,2,4-triazole-1,3-disulphonamide